S1C=NC2=C1C=CC(=C2)NC2=CC=NC1=CC(=C(C=C21)C2=C(C=C(C(=O)NC)C=C2)F)F 4-(4-(benzo[d]thiazol-5-ylamino)-7-fluoroquinolin-6-yl)-3-fluoro-N-methylbenzamide